NC1=CC(=C(C(=C1)Cl)N1N=CC=C(C1=O)C(C)C)Cl (4-amino-2,6-dichlorophenyl)-4-isopropyl-pyridazine-3(2H)-one